tert-butyl (trans-2-(5-((5-methyl-1,3,4-thiadiazol-2-yl)carbamoyl)thiophen-3-yl)cyclopropyl)carbamate CC1=NN=C(S1)NC(=O)C1=CC(=CS1)[C@H]1[C@@H](C1)NC(OC(C)(C)C)=O